N-[(1S)-1-(1H-benzimidazol-2-ylmethylcarbamoyl)-3-[(2S)-2-methyl-1-piperidyl]-3-oxo-propyl]-4-methyl-pentanamide N1C(=NC2=C1C=CC=C2)CNC(=O)[C@H](CC(=O)N2[C@H](CCCC2)C)NC(CCC(C)C)=O